C1(CC1)C#CC=1C=C2C(=NNC(C2=CC1)=O)CC1=CC(=C(C=C1)F)C(=O)N1CCN(CC1)C1=NC=C(C=N1)C(F)(F)F 6-(Cyclopropylethynyl)-4-(4-fluoro-3-(4-(5-(trifluoromethyl)pyrimidin-2-yl)piperazine-1-carbonyl)benzyl)phthalazin-1(2H)-one